tert-butyl 2-(6-bromo-1-(2-(2-methoxyphenyl)-2-(piperidin-1-yl)ethyl)-5-methyl-2,4-dioxo-1,4-dihydrothieno[2,3-d]pyrimidin-3(2H)-yl)-2-methylpropanoate BrC1=C(C2=C(N(C(N(C2=O)C(C(=O)OC(C)(C)C)(C)C)=O)CC(N2CCCCC2)C2=C(C=CC=C2)OC)S1)C